2-pentylheptyl-5-(hexyl((2-oxoethoxy)carbonyl)amino)pentanoic acid C(CCCC)C(CC(C(=O)O)CCCN(C(=O)OCC=O)CCCCCC)CCCCC